C(C)(=O)OCCCCCCCCCC\C=C/CCCC (Z)-11-hexadecen-1-ol acetate